CC1=C(C=C(C=C1)NC(NN)=O)NC1=NC=CC(=N1)C=1C=NC=CC1 4-(4-methyl-3-(4-(3-pyridyl)pyrimidin-2-ylamino)phenyl)semicarbazide